C1=CC=C2C(=C1)C(=O)C3=C(C2=O)SC(=C(S3)C#N)C#N The molecule is a naphthodithiin that is 5,10-dioxo-5,10-dihydronaphtho[2,3-b][1,4]dithiin which is substituted by nitrile groups at positions 2 and 3. It is a broad spectrum fungicide used to control scab, downy mildew, rust, and leaf spot in the commercial growing of grapes and other fruit, citrus, coffee, and vegetables. It has a role as an antifungal agrochemical. It is a naphthodithiin, a dinitrile and a member of p-quinones.